C(#N)C1=CC=C(C=C1)NC(=O)NC(CC(=O)O)C1=CC=C(C=C1)OC 3-{[(4-cyanophenyl)carbamoyl]amino}-3-(4-methoxyphenyl)propanoic acid